N2,N7-dimethyl-9-oxo-9H-fluorene-2,7-disulfonamide CNS(=O)(=O)C1=CC=2C(C3=CC(=CC=C3C2C=C1)S(=O)(=O)NC)=O